1-ethyl-4-isocyanatobenzene C(C)C1=CC=C(C=C1)N=C=O